2-Methylpyrrolidine-1,2-dicarboxylate CC1(N(CCC1)C(=O)[O-])C(=O)[O-]